3-(5-(4-((4-((4-(4-amino-3-(4-phenoxyphenyl)-1H-pyrazolo(3,4-d)pyrimidin-1-yl)piperidin-1-yl)methyl)piperidin-1-yl)methyl)piperidin-1-yl)-1-oxoisoindolin-2-yl)piperidine-2,6-dione NC1=C2C(=NC=N1)N(N=C2C2=CC=C(C=C2)OC2=CC=CC=C2)C2CCN(CC2)CC2CCN(CC2)CC2CCN(CC2)C=2C=C1CN(C(C1=CC2)=O)C2C(NC(CC2)=O)=O